C(C)OC(=O)N1C=C(C2=CC=CC=C12)CCN(C)C 3-[2-(dimethylamino)ethyl]indole-1-carboxylic acid ethyl ester